C(C)(C)(C)OC(=O)N1C[C@@H]2COC3=C(CN2CC1)C=C(C(=C3Cl)Br)OCCOC (12AR)-9-bromo-10-chloro-8-(2-methoxyethoxy)-3,4,12,12a-tetrahydro-6H-pyrazino[2,1-c][1,4]benzoxazepine-2(1H)-carboxylic acid tert-butyl ester